(5-methyl-1,2,3,4-tetrahydroquinolin-3-yl)methylamine CC1=C2CC(CNC2=CC=C1)CN